2,6,9,10-tetrahydroxyanthracene OC1=CC2=C(C3=CC=C(C=C3C(=C2C=C1)O)O)O